[N-]=C=O.[N-]=C=O.C1(=CC=CC=C1)C(C1=CC=CC=C1)C1=CC=CC=C1 Triphenylmethane diisocyanate